(+)-hydroxymethyl (4R,5S,6S)-6-[(1R)-1-hydroxyethyl]-4-methyl-7-oxo-3-{[1-(2-thiazolin-2-yl)-3-azetidinyl] thio}-1-azabicyclo[3.2.0]hept-2-ene-2-carboxylate O[C@H](C)[C@@H]1[C@H]2[C@H](C(=C(N2C1=O)C(=O)OCO)SC1CN(C1)C=1SCCN1)C